4,4-dibromomethyl-biphenyl BrCC1(CC=C(C=C1)C1=CC=CC=C1)CBr